tetraphenyl-phosphonium tetraphenyl-borate salt C1(=CC=CC=C1)[B-](C1=CC=CC=C1)(C1=CC=CC=C1)C1=CC=CC=C1.C1(=CC=CC=C1)[P+](C1=CC=CC=C1)(C1=CC=CC=C1)C1=CC=CC=C1